FC1=C(C(=CC=C1)F)C1=N[C@H](C2=NN=C(N2C=2SC=3CC(CCCC3C12)(F)F)C)C (7S)-9-(2,6-difluorophenyl)-15,15-difluoro-3,7-dimethyl-18-thia-2,4,5,8-tetrazatetracyclo[8.8.0.02,6.011,17]octadeca-1(10),3,5,8,11(17)-pentaene